4-((3,5-dimethylisoxazol-4-yl)methoxy)-N-(6-(trifluoromethoxy)benzo[d]thiazol-2-yl)benzamide CC1=NOC(=C1COC1=CC=C(C(=O)NC=2SC3=C(N2)C=CC(=C3)OC(F)(F)F)C=C1)C